(S)-N-(4-(3-amino-1-methyl-6-(6-oxohexahydropyrrolo[1,2-a]pyrazin-2(1H)-yl)-1H-indazol-4-yl)phenyl)-4-ethoxy-5'-fluoro-2-oxo-2H-[1,2'-bipyridine]-3-carboxamide NC1=NN(C2=CC(=CC(=C12)C1=CC=C(C=C1)NC(=O)C=1C(N(C=CC1OCC)C1=NC=C(C=C1)F)=O)N1C[C@H]2N(CC1)C(CC2)=O)C